O=C1[C@H](C[C@@H]2N1CCN(C2)C2=NC=C(C#N)C=C2)CCCC=2N=NC=CC2 6-((7S,8aS)-6-oxo-7-(3-(pyridazin-3-yl)propyl)hexahydropyrrolo[1,2-a]pyrazin-2(1H)-yl)nicotinonitrile